Benzyl 2,2-dimethyl-5-oxopyrrolidine-1-carboxylate CC1(N(C(CC1)=O)C(=O)OCC1=CC=CC=C1)C